C(C)(C)(C)OC(=O)N1CCN(CC1)C(=O)C=1C=NC(=CC1)NC1=C2C(=NC(=C1)OC=1C=NC(=CC1C)C#N)N(C=N2)C 4-{6-[5-(6-cyano-4-methyl-pyridin-3-yloxy)-3-methyl-3H-imidazo[4,5-b]pyridin-7-ylamino]-pyridine-3-carbonyl}-piperazine-1-carboxylic acid tert-butyl ester